pyrrolidine-2,3,4,5-tetraone N1C(C(C(C1=O)=O)=O)=O